[1-(5-fluoro-4-methoxy-pyrimidin-2-yl)-4-piperidinyl]-[(3S)-3-(6-methylpyrazin-2-yl)isoxazolidin-2-yl]methanone FC=1C(=NC(=NC1)N1CCC(CC1)C(=O)N1OCC[C@H]1C1=NC(=CN=C1)C)OC